[Na].NC1=C(N=C(C=2C(NNC(C21)=O)=O)Cl)C2=CC=CC=C2 8-Amino-5-chloro-2,3-dihydro-7-phenyl-Pyrido[3,4-d]pyridazine-1,4-dione, sodium salt